ammonium hydrogencarbonate C(O)([O-])=O.[NH4+]